C1(CC1)C=1C=C(C=C(C1)OC1=C(C=C(C=C1C)F)C)C=1C2=C(C(N(C1)C)=O)C=C(S2)C(=O)NC2CCC(CC2)O 7-(3-cyclopropyl-5-(4-fluoro-2,6-dimethylphenoxy)phenyl)-N-((1r,4r)-4-hydroxycyclohexyl)-5-methyl-4-oxo-4,5-dihydrothieno[3,2-c]pyridine-2-carboxamide